[Br-].NC(CC)C=1NC=C[N+]1C 1-aminopropyl-3-methylimidazolium bromide salt